ClC=1C(=NC(=NC1)NC=1C=NN(C1)CC1=CC=C(C=C1)[N+](=O)[O-])C=1C=NNC1 5-chloro-N-(1-(4-nitrobenzyl)-1H-pyrazol-4-yl)-4-(1H-pyrazol-4-yl)pyrimidin-2-amine